(E)-3-(2-hydroxy-5-methylphenyl)-1-phenylprop-2-en-1-one OC1=C(C=C(C=C1)C)/C=C/C(=O)C1=CC=CC=C1